(trans-4-ethynyl-cyclohexyl)(methyl)carbamic acid tert-butyl ester C(C)(C)(C)OC(N(C)[C@@H]1CC[C@H](CC1)C#C)=O